FC(COC=1C=CC(=NC1)C=O)(F)F 5-(2,2,2-trifluoroethoxy)picolinaldehyde